C12C(CC(CC1)O2)C2=NN=C(S2)N2N=CC=1C=NC(=CC12)NC(C)=O N-(1-(5-(7-oxabicyclo[2.2.1]hept-2-yl)-1,3,4-thiadiazol-2-yl)-1H-pyrazolo[4,3-c]pyridin-6-yl)acetamide